3-(acetyl-(2,6-dimethylphenyl)carbamoyl)-7-bromo-1-((2,6-dimethylphenyl)amino)-2-naphthoic acid ethyl ester C(C)OC(=O)C1=C(C2=CC(=CC=C2C=C1C(N(C1=C(C=CC=C1C)C)C(C)=O)=O)Br)NC1=C(C=CC=C1C)C